ClC=1C(=C(C(=O)NC2=C(C=C(C(=C2)C=2C=NC(=NC2)N2CCOCC2)F)N2C[C@H](N([C@H](C2)C)C)C)C=CC1)F 3-chloro-2-fluoro-N-[4-fluoro-5-(2-morpholin-4-ylpyrimidin-5-yl)-2-[(3R,5S)-3,4,5-trimethylpiperazin-1-yl]phenyl]benzamide